1-isopropyl-1H-1,2,3-triazole C(C)(C)N1N=NC=C1